2-(4-(benzo[d]oxazol-2-yl)-5-hydroxy-1-methyl-6-oxo-1,6-dihydropyrimidin-2-yl)-1-(2-methoxyphenyl)-N,N-dimethyl-1,2,3,4-tetrahydroisoquinoline-7-carboxamide O1C(=NC2=C1C=CC=C2)C=2N=C(N(C(C2O)=O)C)N2C(C1=CC(=CC=C1CC2)C(=O)N(C)C)C2=C(C=CC=C2)OC